ClC=1SC(=CN1)CN1CC[N+]2=C1C(=CC=C2)[N+](=O)[O-] 1-((2-chlorothiazol-5-yl)methyl)-8-nitro-2,3-dihydro-1H-imidazo[1,2-a]pyridin-4-ium